ClC1=C(C(=O)C=2C(CCCC2O)=O)C=CC(=C1O)S(=O)(=O)C 2-(2-chloro-3-hydroxy-4-methylsulfonyl-benzoyl)-3-hydroxy-cyclohex-2-en-1-one